C12OCC(N(C1)CC=1C=C(C=C(C1)OC(F)F)NC(OC1=CC=CC=C1)=O)C2 phenyl (3-(2-oxa-5-azabicyclo[2.2.1]heptan-5-ylmethyl)-5-(difluoromethoxy)phenyl)carbamate